isopropyl (4-(5-(4-(3-benzyl-2-oxopyrrolidin-1-yl)-2-(N-(tert-butyl)sulfamoyl)phenyl)thiazol-2-yl)phenyl)carbamate C(C1=CC=CC=C1)C1C(N(CC1)C1=CC(=C(C=C1)C1=CN=C(S1)C1=CC=C(C=C1)NC(OC(C)C)=O)S(NC(C)(C)C)(=O)=O)=O